ClC=1C=C2C=NCN(C2=CC1C1CCN(CC1)C1COC1)C1=CC(=NS1)C 6-chloro-N-(3-methyl-1,2-thiazol-5-yl)-7-[1-(oxetan-3-yl)piperidin-4-yl]quinazolin